OC1COC2=C(O1)C=CC=C2N2C(CNCC2)C 2-Hydroxy-5-(2-methylpiperazin-1-yl)-2,3-dihydro-1,4-benzodioxine